CC(CC)NOC(=O)C=1C(=C(C=CC1Cl)N1C(N(C(N(C1=O)C)=S)C)=O)F 3-(((but-2-ylamino)oxycarbonyl)-4-chloro-2-fluorophenyl)-1,5-dimethyl-6-thioxo-1,3,5-triazine-2,4-dione